COC=1C=C(C=CC1)NC(=S)NC1=CC(=CC=C1)OC 1,3-bis(3-methoxyphenyl)thiourea